C12CNCC(CC1)N2C=2SC=1CN(CCC1N2)C(CC2CCCCC2)=O 1-(2-(3,8-diazabicyclo[3.2.1]octan-8-yl)-6,7-dihydrothiazolo[5,4-c]pyridin-5(4H)-yl)-2-cyclohexylethan-1-one